6-(4-(1H-pyrazol-1-yl)benzyl)-7-methylbenzo[d][1,3]dioxole N1(N=CC=C1)C1=CC=C(CC=2C=CC3=C(OCO3)C2C)C=C1